N[C@H]1CN(C[C@@H]1C(F)F)C1=NC(=CC(=N1)N1CC=2C(=NC=CC2C1=O)C1=C(C=CC=C1OC)F)C 2-(2-((3r,4s)-3-amino-4-(difluoromethyl)pyrrolidin-1-yl)-6-methylpyrimidin-4-yl)-4-(2-fluoro-6-methoxyphenyl)-2,3-dihydro-1H-pyrrolo[3,4-c]pyridin-1-one